1-(3-(6-(4-fluorophenyl)-2-(1-methyl-1H-pyrazol-3-yl)pyridin-3-yl)-3-hydroxypyrrolidin-1-yl)prop-2-en-1-one FC1=CC=C(C=C1)C1=CC=C(C(=N1)C1=NN(C=C1)C)C1(CN(CC1)C(C=C)=O)O